N,N,N',N'-tetra-allyl-malonamide C(C=C)N(C(CC(=O)N(CC=C)CC=C)=O)CC=C